[Zr].[Ag].ClC1=C(C=CC=C1)Cl Dichlorobenzol Silver-zirconium